FCCCN1C[C@H](CC1)OC1=CC=C(C=C1)C1=C(CSC2=CC(=CC=C12)O)C1=C(C=C(C=C1)OC(F)(F)F)F 4-[4-[(3S)-1-(3-Fluoropropyl)pyrrolidin-3-yl]oxyphenyl]-3-[2-Fluoro-4-(trifluoromethoxy)phenyl]-2H-thiochromen-7-ol